C(C)(C)(C)OC(=O)N1CC(CC1)OCCCCCC(C)=O 3-(6-Oxoheptyloxy)pyrrolidine-1-carboxylic acid (R)-tert-butyl ester